5-Chloro-N-(2-chloro-4-((cyclopropylmethyl)amino)phenyl)-2-hydroxybenzamide ClC=1C=CC(=C(C(=O)NC2=C(C=C(C=C2)NCC2CC2)Cl)C1)O